2-fluoro-5-[[6-oxo-4-(trifluoromethyl)-1H-pyridine-3-carbonyl]amino 4-[(3R,5S)-3,4,5-trimethylpiperazin-1-yl]phenyl]-3,6-dihydro-2H-pyridine-1-carboxylate FC1N(CC(=CC1)C1=C(C=C(C=C1)N1C[C@H](N([C@H](C1)C)C)C)NC(=O)C1=CNC(C=C1C(F)(F)F)=O)C(=O)[O-]